C[C@H]1[C@@H]([C@H]([C@H]([C@@H](O1)O[C@@H]2[C@H]([C@@H]([C@H](O[C@H]2OC3=CC(=C4C(=O)C[C@H](OC4=C3)C5=CC=C(C=C5)O)O)CO)O)O)O)O)O The molecule is a disaccharide derivative that is (S)-naringenin substituted by a 2-O-(alpha-L-rhamnopyranosyl)-beta-D-glucopyranosyl moiety at position 7 via a glycosidic linkage. It has a role as a metabolite, an antineoplastic agent and an anti-inflammatory agent. It is a disaccharide derivative, a dihydroxyflavanone, a member of 4'-hydroxyflavanones, a (2S)-flavan-4-one and a neohesperidoside. It derives from a (S)-naringenin.